C(C)N(CCNC(=O)C1CCN(CC1)C1=NN=C(C=2C1=NN(C2C)C2=CC=CC=C2)C)CC N-(2-Diethylaminoethyl)-1-(3,4-dimethyl-2-phenylpyrazolo[3,4-d]pyridazin-7-yl)piperidine-4-carboxamide